Diisocyanatodicyclohexyl-methane N(=C=O)C(C1CCCCC1)(C1CCCCC1)N=C=O